(E)-3-(4-tert-butylstyryl)-2-naphthonitrile C(C)(C)(C)C1=CC=C(/C=C/C=2C(=CC3=CC=CC=C3C2)C#N)C=C1